C(C)OC(/C(=C/C1=CC=C(C(=O)O)C=C1)/C)=O (E)-4-(3-ethoxy-2-methyl-3-oxoprop-1-en-1-yl)benzoic acid